7-bromoquinolin-4(1H)-one BrC1=CC=C2C(C=CNC2=C1)=O